5,6-difluoro-4,7-dimethyl-[1,10]phenanthroline FC1=C2C(=CC=NC2=C2N=CC=C(C2=C1F)C)C